C(C)(=O)NC1=CC=C(C2=CC=CC=C12)S(=O)(=O)Cl 4-acetamidonaphthalene-1-sulfonyl chloride